ClC=1C(=NC(=C(C(=O)NC2=CC(=NC=C2)S(N)(=O)=O)C1)N1CCC(CCC1)(F)F)C 5-chloro-2-(4,4-difluoroazepan-1-yl)-6-methyl-N-(2-sulfamoylpyridin-4-yl)nicotinamide